(E)-2-indolone N=1C(C=C2C=CC=CC12)=O